ClC1=C(C#N)C=CC(=C1)N1C=NC2=C1C(OC(C2)(C)C)=O 2-chloro-4-{6,6-dimethyl-4-oxo-3H,4H,6H,7H-pyrano[3,4-d]imidazol-3-yl}benzonitrile